S1C(=NN=C1)C=1C=C2C=C(N=CC2=CC1)NC(C1=CC=C(C=C1)OC(F)F)=O N-(6-(1,3,4-Thiadiazol-2-yl)isoquinolin-3-yl)-4-(difluoromethoxy)Benzamide